Heroin-7,8-oxide CC(=O)O[C@H]1[C@H]2[C@H](O2)[C@H]3[C@H]4CC5=C6[C@]3([C@H]1OC6=C(C=C5)OC(=O)C)CCN4C